5-((4-chlorobenzyl)oxy)-7-fluoro-4-oxo-1,4-dihydroquinolin ClC1=CC=C(COC2=C3C(C=CNC3=CC(=C2)F)=O)C=C1